7-chloro-1-(2-methoxyethyl)-1H-indole-2-carbaldehyde ClC=1C=CC=C2C=C(N(C12)CCOC)C=O